4-(6-Bromo-5-fluoro-1H-indol-2-yl)piperidine-1-carboxylic acid BrC1=C(C=C2C=C(NC2=C1)C1CCN(CC1)C(=O)O)F